N-(pyridazin-4-yl)-3-(4-(trifluoromethoxy)phenoxy)-6-(trifluoromethyl)pyridazine-4-carboxamide N1=NC=C(C=C1)NC(=O)C1=C(N=NC(=C1)C(F)(F)F)OC1=CC=C(C=C1)OC(F)(F)F